C[C@H]1N([C@H](CN(C1)C1=NC=C(C=N1)C)C)C(=O)Cl (2R,6S)-2,6-dimethyl-4-(5-methylpyrimidin-2-yl)piperazine-1-carbonyl chloride